CN(CCC(C(=O)I)C)C 4-(dimethylamino)-2-methylbutanoyl iodide